C(C(=C)C)(=O)OCCS(=O)(=O)O 2-sulphoethyl methacrylate